C1=C(C=CC2=CC=C3C4=CC=C5C(=CC=CC5=C4C=CC3=C21)C(=O)O)C(=O)O picene-2,9-dicarboxylic acid